COC1=CC=C(C=C1)N1S(C2=C(OCC1)C=CC(=C2)[N+](=O)[O-])(=O)=O 2-(4-methoxyphenyl)-8-nitro-3,4-dihydro-2H-benzo[b][1,4,5]oxathiazepine 1,1-dioxide